[Bis[2-[bis(phosphonomethyl)amino]ethyl]amino]methylphosphonic acid P(=O)(O)(O)CN(CCN(CCN(CP(=O)(O)O)CP(=O)(O)O)CP(O)(O)=O)CP(=O)(O)O